NC(=O)C(C(=O)O)CCCCC aminocarbonyl-heptanoic acid